NC(C)N diaminoethan